dimethyl-[(biphenylyl)triazinyl]benzene CC=1C(=C(C=CC1)C1=NN=NC=C1C1=C(C=CC=C1)C1=CC=CC=C1)C